3-tert-Butyl-6-[(4-chlorophenyl)methyl]-8-(4-hydroxypiperidin-1-yl)[1,2,4]triazolo[4',3':1,6]pyrimido[5,4-c]pyridazin-5(6H)-one C(C)(C)(C)C1=NN=C2N1C(N(C=1C2=NN=C(C1)N1CCC(CC1)O)CC1=CC=C(C=C1)Cl)=O